(S,E)-3-(4-(3-furanyl)-3-butene-2-yl)-5-phenylpyridine O1C=C(C=C1)/C=C/[C@H](C)C=1C=NC=C(C1)C1=CC=CC=C1